BrC1=CC=C(C=C1)C=1N(C(=C(N1)C1=NC2=C(N1C)C=C1C(=C2)OC(C(O1)(F)F)(F)F)S(=O)(=O)CC)C 2-[2-(4-bromophenyl)-5-(ethylsulfonyl)-1-methyl-1H-imidazol-4-yl]-6,6,7,7-tetrafluoro-1-methyl-6,7-dihydro-1H-[1,4]dioxino[2,3-f]benzimidazole